ClC=1N=C(C(N(C1)C1CCN(CC1)C)=O)N1[C@@H](COCC1)C (R)-5-chloro-3-(3-methylmorpholino)-1-(1-methylpiperidin-4-yl)pyrazin-2(1H)-one